(3-Methyl-6-(pyrrolidin-1-yl) benzo[g]pyrrolo[2,1-a]phthalazine-1,2-diyl)-bis(methylene) bis(ethylcarbamate) C(C)NC(OCC=1C(=C(N2C1C1=CC3=C(C=C1C(=N2)N2CCCC2)C=CC=C3)C)COC(NCC)=O)=O